methyl 2-(1H-indol-5-yl)isonicotinate N1C=CC2=CC(=CC=C12)C=1C=C(C(=O)OC)C=CN1